(2S,3S,4R,5R)-N-ethyl-3,4-dihydroxy-5-(6-(methylamino)-2-(thiophen-3-yl)-9H-purin-9-yl)tetrahydrofuran-2-carboxamide C(C)NC(=O)[C@H]1O[C@H]([C@@H]([C@@H]1O)O)N1C2=NC(=NC(=C2N=C1)NC)C1=CSC=C1